CN1C(=NC2=C1C=CC=C2)COC2=CC=C(C=C2)N2N=CC=C2C2=CC=NC=C2 1-methyl-2-[4-(5-pyridin-4-yl-pyrazol-1-yl)-phenoxymethyl]-1H-benzimidazole